2-[5-[(3R)-3-amino-5-[(4-chlorophenyl)methyl]-1,1,4-trioxo-2,3-dihydro-1lambda6,5-benzothiazepin-7-yl]-1,3,4-oxadiazol-2-yl]propanenitrile N[C@H]1CS(C2=C(N(C1=O)CC1=CC=C(C=C1)Cl)C=C(C=C2)C2=NN=C(O2)C(C#N)C)(=O)=O